((2R,5S)-5-Methoxytetrahydro-2H-pyran-2-yl)methanol CO[C@H]1CC[C@@H](OC1)CO